butandiol bis(3-mercapto butyrate) SC(CC(=O)OC(CCC)OC(CC(C)S)=O)C